FC=1C=CC(=NC1)C1=NN(C(=C1)CO)CC(C([2H])([2H])[2H])(C([2H])([2H])[2H])O 2-((3-(5-fluoropyridin-2-yl)-5-(hydroxymethyl)-1H-pyrazol-1-yl)methyl)propan-1,1,1,3,3,3-d6-2-ol